FC(C1=NN(C(=N1)C(C)N1C(C2=CC=CC=C2C1=O)=O)C1=CC=C(C=N1)C(=O)O)F 6-[3-(difluoromethyl)-5-[1-(1,3-dioxoisoindol-2-yl)ethyl]-1,2,4-triazol-1-yl]pyridine-3-carboxylic acid